(octadecylamino)-4-oxo-2-sulfo-butanoic acid disodium salt [Na+].[Na+].C(CCCCCCCCCCCCCCCCC)NC(C(=O)[O-])(CC=O)S(=O)(=O)[O-]